2-chloro-7-ethyl-4,8-dimethyl-7,8-dihydropteridin-6(5H)-one ClC1=NC=2N(C(C(NC2C(=N1)C)=O)CC)C